N-(3',3'-dimethyl-2',3'-dihydrospiro[fluorene-9,1'-inden]-2-yl)-N-(9,9-dimethyl-9H-fluoren-2-yl)-9,9-dimethyl-9H-xanthen-2-amine CC1(CC2(C3=CC=CC=C13)C1=CC=CC=C1C=1C=CC(=CC12)N(C1=CC=2C(C3=CC=CC=C3OC2C=C1)(C)C)C1=CC=2C(C3=CC=CC=C3C2C=C1)(C)C)C